C(C)OCOC1CCCCCCCCCCC1 ethoxycyclododecyloxymethane